The molecule is a long-chain polyunsaturated fatty acid anion that is the conjugate base of (13Z,16Z,19Z)-docosatrienoic acid, obtained by deprotonation of the carboxy group; major species at pH 7.3. It is a long-chain fatty acid anion, a polyunsaturated fatty acid anion and a docosatrienoate. It is a conjugate base of a (13Z,16Z,19Z)-docosatrienoic acid. CC/C=C\\C/C=C\\C/C=C\\CCCCCCCCCCCC(=O)[O-]